N=1C(=CN2C1COCC2)C(=O)N 5,6-dihydro-8H-imidazo[2,1-c][1,4]oxazine-2-carboxamide